Acetylglucosamine 6-phosphate P(=O)(O)(O)OC[C@@H]1[C@H]([C@@H]([C@H](C(O)(O1)C(C)=O)N)O)O